C(C1=CC=CC=C1)N1CCC(CC1)CC([InH2])CCC(C(CCC)OC)OC 1-Benzyl-4-[(5,6-dimethoxy-1-indanon-2-YL)methyl]piperidine